(2S,3S)-1-(5-Fluorobenzofuran-2-ylsulfonyl)-3-hydroxypyrrolidine-2-carboxylic acid FC=1C=CC2=C(C=C(O2)S(=O)(=O)N2[C@@H]([C@H](CC2)O)C(=O)O)C1